1-({3-[2-(2-methoxyethoxy)ethoxy]tricyclo[3.3.1.13,7]dec-1-yl}methyl)-1H-pyrazole COCCOCCOC12CC3(CC(CC(C1)C3)C2)CN2N=CC=C2